6-hydroxy-4-methylheptyl octyloxymethyl ether C(CCCCCCC)OCOCCCC(CC(C)O)C